5-hydroxybenzo[b]thiophene-4,7-dione OC=1C(C2=C(SC=C2)C(C1)=O)=O